CC1=C(C=CC(=C1)C)NC=O N-(2,4-dimethylphenyl)carboxamide